1-((2R,5S)-4-(6-chloro-7-(2-fluoro-6-hydroxyphenyl)-2,2-dioxido-1-(4-(2-propanyl)-1,3-thiazol-5-yl)-1H-pyrido[2,3-c][1,2,6]thiadiazin-4-yl)-2,5-dimethyl-1-piperazinyl)-2-propen-1-one ClC1=CC2=C(N(S(N=C2N2C[C@H](N(C[C@@H]2C)C(C=C)=O)C)(=O)=O)C2=C(N=CS2)C(C)C)N=C1C1=C(C=CC=C1O)F